C(C)OC([C@H](N)CCC(=O)O)=O D-glutamic acid α-ethyl ester